COC(=O)C1=NN(C2=C1C=NC(=C2)Cl)C2=C(C=C(C=C2)[N+](=O)[O-])OC 6-chloro-1-(2-methoxy-4-nitrophenyl)-1H-pyrazolo[4,3-c]Pyridine-3-carboxylic acid methyl ester